C(C)(C)OC([C@@H](NP(=O)(OC1=CC=CC2=CC=CC=C12)Cl)C)=O (chloro(1-naphthoxy)phosphoryl)-L-alanine isopropyl ester